2-(4'-fluoro-2'-(4-methyl-4H-1,2,4-triazol-3-yl)-[1,1'-biphenyl]-3-yl)-N-hydroxy-7-(trifluoromethyl)benzo[d]oxazole-5-carboxamide FC1=CC(=C(C=C1)C1=CC(=CC=C1)C=1OC2=C(N1)C=C(C=C2C(F)(F)F)C(=O)NO)C2=NN=CN2C